Methyl 5-methyl-1,2,3,5,6,10b-hexahydropyrrolo[2,1-a]phthalazine-8-carboxylate CN1N2C(C3=CC=C(C=C3C1)C(=O)OC)CCC2